1,3-dicyclohexyl-2H-pyrano[2,3-d]pyrimidine-2,4,5,7(1H,3H,6H)-tetraone C1(CCCCC1)N1C(N(C(C2=C1OC(CC2=O)=O)=O)C2CCCCC2)=O